1-amino-3-(benzyloxy)-4-oxo-1,4-dihydropyridine-2-carboxylic acid methyl ester COC(=O)C=1N(C=CC(C1OCC1=CC=CC=C1)=O)N